C[C@@H]1C(N(CC1)CC1N(CCC2=CC=CC=C12)C(=O)[O-])=O 1-(((S)-3-methyl-2-oxopyrrolidin-1-yl)methyl)-3,4-dihydroisoquinoline-2(1H)-carboxylate